2,4,5,6-tetrachloro-1,3-benzenedinitrile ClC1=C(C(=C(C(=C1C#N)Cl)Cl)Cl)C#N